C(C)(=O)NS(=O)(=O)C1=NC=CC(=C1)C(=O)NC1CC2(C1)CC(C2)C=2OC1=C(N2)C=C(C=C1)Cl 2-(acetylaminosulfonyl)-N-[6-(5-chloro-1,3-benzoxazol-2-yl)spiro[3.3]heptane-2-yl]pyridine-4-carboxamide